3-methoxy-2-(3-methylbutyl)-5-(2-methylpropyl)pyrazine COC=1C(=NC=C(N1)CC(C)C)CCC(C)C